C(C1=CC=CC=C1)N1CCC(CC1)(NC1=CC=CC=C1)CO (1-benzyl-4-(phenylamino)piperidin-4-yl)methanol